C(C)(C)(C)OC(NC12CC(C1)(C2)C(C)(C)O)=O (3-(2-hydroxypropan-2-yl)bicyclo[1.1.1]pentan-1-yl)carbamic acid tert-butyl ester